4-{3-chloro-4-[3-(5-methylisoxazol-3-yl)ureido]phenoxy}-7-methoxyquinoline-6-carboxylic acid methyl ester COC(=O)C=1C=C2C(=CC=NC2=CC1OC)OC1=CC(=C(C=C1)NC(=O)NC1=NOC(=C1)C)Cl